NCCCCC(=O)OC1=CC(=C(C(=O)OC)C=C1)C#CCN methyl 4-((5-aminopentanoyl)oxy)-2-(3-aminoprop-1-yn-1-yl)benzoate